O[C@@H]1[C@H](CCC1)N1C(C2=CC(=C(C=C2C1)C)CC1=CC=C(C=C1)N1N=CC=C1)=O 2-((1S,2S)-2-hydroxycyclopentyl)-5-methyl-6-(4-(1H-pyrazol-1-yl)benzyl)isoindolin-1-one